2-(3,4-methylenedioxophenyl)-2-bromoacetonitrile C1C=2C(C(=CC(C21)=O)C(C#N)Br)=O